tert-butyl 5-amino-4-methoxy-1H-pyrrolo[2,3-b]pyridine-1-carboxylate NC=1C(=C2C(=NC1)N(C=C2)C(=O)OC(C)(C)C)OC